C(C1=CC=CC=C1)N1C(=CC=2C1=NC=CC2)[Si](C2=CC=CC=C2)(C)C 1-Benzyl-2-(dimethyl(phenyl)silyl)-1H-pyrrolo[2,3-b]pyridine